C(C)S(=O)(=O)NC1CN(CC1)C(=O)[O-].C(CCCCCCCCCCCCC)[N+]1=CC=CC=C1 1-(1-tetradecyl)pyridinium 3-(ethylsulfonamido)pyrrolidine-1-carboxylate